FC=1C=2N(C=C(C1)C1=NC=C(C(=N1)C)C(=O)N[C@@H]1C[C@H](N(CC1)C(=O)OC(C)(C)C)C)C=C(N2)C tert-butyl (2R,4S)-4-[[2-(8-fluoro-2-methyl-imidazo[1,2-a]pyridin-6-yl)-4-methyl-pyrimidine-5-carbonyl]amino]-2-methyl-piperidine-1-carboxylate